CC(C)(C)OC(=O)N1CCC(=O)CC1 N-tert-butoxycarbonyl-4-Piperidone